C12CNCC(N1C(CC1=CC(=C(C=C1)C=1N(C3=NC=NC(=C3N1)OC1(CC1)C)CC1=NC=CC(=C1)C)Cl)=O)C2 1-(3,6-diazabicyclo[3.1.1]heptan-6-yl)-2-(3-chloro-4-(6-(1-methylcyclopropoxy)-9-((4-methylpyridin-2-yl)methyl)-9H-purin-8-yl)phenyl)ethan-1-one